S(OC1=CC=C(C=C1)OCC1=C(C(=CC(=C1)N1N=CN=C1)F)F)(=O)(=O)F 4-((2,3-difluoro-5-(1H-1,2,4-triazol-1-yl)benzyl)oxy)phenyl sulfurofluoridate